O=C1CC(N(C1)C(=O)OC(C)(C)C)C1=CC=CC=C1 tert-butyl 4-oxo-2-phenylpyrrolidine-1-carboxylate